C1(=CC=C(C=C1)NC(C(CCO)OC1=NC2=CC=CC=C2C=C1)=O)C1=CC=CC=C1 N-(biphenyl-4-yl)-4-hydroxy-2-(quinolin-2-yloxy)butanamide